C1CCC2=CC=CC=C12 1H,2H,3H-indene